1-(5-((1-(3-fluoropropyl) azetidin-3-yl) amino) pyridin-2-yl)-3-methyl-1,2,3,4-tetrahydroisoquinolin-6-yl trifluoromethanesulfonate FC(S(=O)(=O)OC=1C=C2CC(NC(C2=CC1)C1=NC=C(C=C1)NC1CN(C1)CCCF)C)(F)F